ethyl 2,4-dihydroxy-6-n-pentylbenzoate OC1=C(C(=O)OCC)C(=CC(=C1)O)CCCCC